FC(S(=O)(=O)OC1=C(CN(C1)C(=O)OC(C)(C)C)C(=O)OCC)(F)F O-tert-butyl O3-ethyl 4-(trifluoromethylsulfonyloxy)-2,5-dihydro-pyrrole-1,3-dicarboxylate